C(\C=C/C(=O)[O-])(=O)OCC=CCCCCCCC mono-2-decenyl maleate